methyl (S)-3-(9-((4-(aminomethyl)phenyl)carbamoyl)-4,5-dihydrobenzo[b]thieno[2,3-d]oxepin-8-yl)-6-((2,3-dihydroxypropyl)carbamoyl)picolinate NCC1=CC=C(C=C1)NC(=O)C1=CC2=C(OCCC3=C2SC=C3)C=C1C=1C(=NC(=CC1)C(NC[C@@H](CO)O)=O)C(=O)OC